(S)- and (R)-2-((4-cyano-2,6-difluorophenEthyl)amino)-N-(5-(1-methyl-1H-pyrazol-4-yl)pyridin-2-yl)-2-phenylacetamide C(#N)C1=CC(=C(CCN[C@H](C(=O)NC2=NC=C(C=C2)C=2C=NN(C2)C)C2=CC=CC=C2)C(=C1)F)F |r|